2-butoxy-7-(4-(piperidin-4-ylmethyl)benzyl)imidazo[2,1-f][1,2,4]triazin-4-amine C(CCC)OC1=NN2C(C(=N1)N)=NC=C2CC2=CC=C(C=C2)CC2CCNCC2